(2E)-1,3-diphenylprop-2-en-1-one C1(=CC=CC=C1)C(\C=C\C1=CC=CC=C1)=O